NC=1C=C(C=CC1)S(=O)(=O)C1=C(C(=NC(=C1)C(C)(C)C)C1=CC=C(C=C1)OC)C(=O)N (3-aminophenyl)sulfonyl-6-tert-butyl-2-(4-methoxyphenyl)pyridine-3-carboxamide